(3S)-4-[2-[1-[[1-[2-(2,6-dioxo-3-piperidinyl)-1,3-dioxo-isoindolin-5-yl]-4-piperidinyl]methyl]-4-fluoro-4-piperidinyl]ethyl]-3-methyl-piperazine-1-carboxylic acid benzyl ester C(C1=CC=CC=C1)OC(=O)N1C[C@@H](N(CC1)CCC1(CCN(CC1)CC1CCN(CC1)C=1C=C2C(N(C(C2=CC1)=O)C1C(NC(CC1)=O)=O)=O)F)C